C(C)(C)(C)C1=CC=C(C=C1)C1=NNC(=N1)C1=CC=C(C=C1)C1=CC=CC=C1 3-(4-tert-butylphenyl)-5-(4-biphenylyl)-1,2,4-triazole